CC1=C(C=NC=2OCCNC21)NC2=C(C(NC=C2)=O)C(=O)NC2=CC=C(C=C2)N2CCN(CC2)C([C@@H](NC)C)=O 4-((8-methyl-2,3-dihydro-1H-pyrido[2,3-b][1,4]oxazin-7-yl)amino)-N-(4-(4-(methylalanyl)piperazin-1-yl)phenyl)-2-oxo-1,2-dihydropyridine-3-carboxamide